ClC=1C=C2C(C(NC2=C(C1Cl)C)=O)=O 5,6-dichloro-7-methyl-1H-indole-2,3-dione